4-(naphthalen-1-yl)aniline ethyl-5-(((1,3-dioxoisoindolin-2-yl)oxy)methyl)-1-(4-(3-fluoro-5-(trifluoromethyl)benzyl)pyridin-2-yl)-1H-pyrazole-4-carboxylate C(C)OC(=O)C=1C=NN(C1CON1C(C2=CC=CC=C2C1=O)=O)C1=NC=CC(=C1)CC1=CC(=CC(=C1)C(F)(F)F)F.C1(=CC=CC2=CC=CC=C12)C1=CC=C(N)C=C1